N-isobutyryl-3'-O-formyl-5'-O-tert-butyldimethylsilyl-2'-deoxyguanosine C(C(C)C)(=O)NC=1NC(C=2N=CN([C@H]3C[C@H](OC=O)[C@@H](CO[Si](C)(C)C(C)(C)C)O3)C2N1)=O